CN(C)CCCN1NN(CC(C1)CCCN(C)C)CCCN(C)C 1,3,5-tris(dimethylaminopropyl)hexahydro-triazine